6-[5-[trans-3-[(4-chloro-2,3-dihydro-1H-inden-2-yl)amino]cyclobutyl]-2-oxo-1,3-oxazolidin-3-yl]-4H-pyrido[3,2-b][1,4]oxazin-3-one ClC1=C2CC(CC2=CC=C1)N[C@@H]1C[C@H](C1)C1CN(C(O1)=O)C=1C=CC=2OCC(NC2N1)=O